N,N-di(sec-butyl)-N-propylamine C(C)(CC)N(CCC)C(C)CC